3-[5-[4-(azetidin-3-ylmethyl)piperazin-1-yl]-3-methyl-2-oxo-benzimidazol-1-yl]piperidine-2,6-dione N1CC(C1)CN1CCN(CC1)C1=CC2=C(N(C(N2C)=O)C2C(NC(CC2)=O)=O)C=C1